perfluoro(2-butyl-tetrahydrofuran) FC1(OC(C(C1(F)F)(F)F)(F)F)C(C(C(C(F)(F)F)(F)F)(F)F)(F)F